11,13-hexadecadienol C(CCCCCCCCCC=CC=CCC)O